[Zn].[Na] Sodium-Zinc